(DL)-2-amino-2-phenylethan-1-ol N[C@@H](CO)C1=CC=CC=C1 |r|